N-(3-(isoxazol-4-yl)-5-methoxyphenyl)-6-(trifluoromethoxy)quinolin-4-amine O1N=CC(=C1)C=1C=C(C=C(C1)OC)NC1=CC=NC2=CC=C(C=C12)OC(F)(F)F